FC1=NC2=C(C(=C(C=C2C(=N1)N1C[C@H]2CC[C@@H](C1)N2C(=O)OC(C)(C)C)F)C2=C(C=CC(=C2)O)F)F tert-butyl (1R,5S)-3-(2,6,8-trifluoro-7-(2-fluoro-5-hydroxyphenyl)quinazolin-4-yl)-3,8-diazabicyclo[3.2.1]octane-8-carboxylate